ClC=1C=C(OC2=CC=CC(=N2)S(=O)(=O)NC(=O)C=2C(=NC=CC2)N2C(CC(C2)C)(C)C)C=CC1Cl N-[[6-(3,4-Dichlorophenoxy)-2-pyridyl]sulfonyl]-2-(2,2,4-trimethylpyrrolidin-1-yl)pyridin-3-carboxamid